ClC1=CC(=C(C=N1)C1=NC=C(C=C1)CN1CCN(CC1)C)NC1CCC(CC1)NCCF (1s,4s)-N1-(6'-chloro-5-((4-methylpiperazin-1-yl)methyl)-[2,3'-bipyridin]-4'-yl)-N4-(2-fluoroethyl)cyclohexane-1,4-diamine